N-(3-allylpyridin-4-yl)pivaloamide C(C=C)C=1C=NC=CC1NC(C(C)(C)C)=O